C(C1=CC=CC=C1)OC1=C(N2C(C3=CC(=CC=C13)OC1=CC=CC=C1)=NC(=N2)Br)C(=O)OC methyl 6-(benzyloxy)-2-bromo-9-phenoxy-[1,2,4]triazolo[5,1-a]isoquinoline-5-carboxylate